2,2'-((ethane-1,2-diylbis(oxy))bis(ethane-2,1-diyl))bis(6-((2-(2-(2-aminoethoxy)ethoxy)ethyl)amino)-1H-benzo[cte]isoquinoline-1,3(2H)-dione) C(COCCN1C(C=2C(=CC=C3C2C(C1C=C3)=O)NCCOCCOCCN)=O)OCCN3C(C=1C(=CC=C2C1C(C3C=C2)=O)NCCOCCOCCN)=O